ClC1=C(C=C(C=C1N1CCN(CC1)CC(CF)O)C#N)NC1=NC=2N(C(=N1)NC1CC1)N=CC2C#N 2-({2-Chloro-5-cyano-3-[4-(3-fluoro-2-hydroxypropyl)piperazin-1-yl]phenyl}amino)-4-(cyclopropylamino)pyrazolo[1,5-a][1,3,5]triazine-8-carbonitrile